NC=1C(=NON1)N1N=NC(=C1)C(=O)NN=CC=1C=NC(=CC1)C(F)(F)F 1-(4-amino-1,2,5-oxadiazol-3-yl)-N'-((6-(trifluoromethyl)pyridin-3-yl)methylene)-1H-1,2,3-triazole-4-carbohydrazide